1-ethylphenyl-3-methyl-3-phospholene C(C)C1(CC=CC=C1)P1CC(=CC1)C